furan-2-carboxaldehyde O1C(=CC=C1)C=O